NC1=C(C=C(C(=C1)N)C)OCC 2,4-Diamino-5-methylphenetol